(2S,3R)-methyl 3-(2-oxabicyclo[2.2.2]octan-4-ylmethoxy)-2-(((benzyloxy)carbonyl)amino)butanoate C12OCC(CC1)(CC2)CO[C@@H]([C@@H](C(=O)OC)NC(=O)OCC2=CC=CC=C2)C